FC1=CC(N(C2=CC=C(C=C12)S(=O)(=O)NC1=NOC=C1)C1=C(C=C(C(=C1)F)[C@H]1[C@@H](C1)C(F)(F)F)OC)=O (P)-4-FLUORO-1-(5-FLUORO-2-METHOXY-4-((1R,2R)-2-(TRIFLUOROMETHYL)CYCLOPROPYL)PHENYL)-N-(ISOXAZOL-3-YL)-2-OXO-1,2-DIHYDROQUINOLINE-6-SULFONAMIDE